5-(5-methyl-1,3,4-oxadiazol-2-yl)-5-azaspiro[2.5]octane-8-carboxylic acid ethyl ester C(C)OC(=O)C1CCN(CC12CC2)C=2OC(=NN2)C